(6-methoxy-1-(4-methoxybenzyl)-3-(6-(pyrrolidin-3-yl)pyridin-3-yl)-1H-pyrazolo[4,3-b]pyridin-5-yl)-2,3-dihydro-1H-indene-1-carbonitrile COC=1C=C2C(=NC1C1(CCC3=CC=CC=C13)C#N)C(=NN2CC2=CC=C(C=C2)OC)C=2C=NC(=CC2)C2CNCC2